2-(4-(2,4-dioxotetrahydropyrimidin-1(2H)-yl)-1H-pyrazol-1-yl)acetic acid O=C1N(CCC(N1)=O)C=1C=NN(C1)CC(=O)O